C(N)(=O)C=1C=C(C=CC1F)NC(=O)C1=C(C=NN1CC1CCCCC1)C(F)(F)F N-(3-carbamoyl-4-fluorophenyl)-1-(cyclohexylmethyl)-4-(trifluoromethyl)-1H-pyrazole-5-carboxamide